C(C)(C)(C)OC(N[C@H]1CN(C[C@@H](C1)F)C(=O)C=1C=C(C=2N(C1)N=C(C2C)C2=C(C1=C(S2)C=CC=C1Br)CC1CC1)OC)=O ((3R,5R)-1-(2-(4-bromo-3-(cyclopropylmethyl)benzo[b]thiophen-2-yl)-4-methoxy-3-methylpyrazolo[1,5-a]pyridine-6-carbonyl)-5-fluoropiperidin-3-yl)carbamic acid tert-butyl ester